CNC([C@@H](NC(C)=O)CC1=CC=C(C=C1)O)=O N-acetyl-L-tyrosine methylamide